O=C1NC(CCC1N1C(C2=CC=CC(=C2C1)SCCOCC(=O)N1CCC(CC1)C1=CC=C(C(=O)N2CCC(CC2)CCCCNC(\C=C\C=2C=NC=CC2)=O)C=C1)=O)=O (E)-N-(4-(1-(4-(1-(2-(2-((2-(2,6-dioxopiperidin-3-yl)-1-oxoisoindolin-4-yl)thio)ethoxy)acetyl)piperidin-4-yl)benzoyl)piperidin-4-yl)butyl)-3-(pyridin-3-yl)acrylamide